7-bromo-5-nitro-1,2,3,4-tetrahydroisoquinoline BrC1=CC(=C2CCNCC2=C1)[N+](=O)[O-]